C(#N)C1=CC=C(C2=CC=CC=C12)NC(C(C)(C)N1N=CC(=C1)C#CC1(CN(C1)C=1C=C2C(N(C(C2=CC1)=O)C1C(NC(CC1)=O)=O)=O)O)=O N-(4-cyanonaphthalene-1-yl)-2-(4-(2-(1-(2-(2,6-dioxopiperidin-3-yl)-1,3-dioxo-2,3-dihydro-1H-isoindol-5-yl)-3-hydroxyazetidin-3-yl)ethynyl)-1H-pyrazol-1-yl)-2-Methylpropionamide